CN1CCC(CC1)C(=O)N methyl-piperidine-4-carboxamide